S(SCCNC/C(/CC=1SC(=CC1)Br)=N/O)CCNC/C(/CC=1SC(=CC1)Br)=N/O (2e,2'e)-N,N'-(disulfanediylbis(ethane-2,1-diyl))bis(3-(5-bromothiophen-2-yl)-2-(hydroxyimino)propylamine)